racemic-ketoisoleucine O=N[C@@H]([C@@H](C)CC)C(=O)O |r|